FC=1C=C(C=CC1OC1=C2C(=NC=C1)NN=C2N[C@@H](CO)C)NC(=O)C=2C(N(C(N(C2)C(C)C)=O)C2=CC=C(C=C2)F)=O (R)-N-(3-fluoro-4-((3-((1-hydroxyprop-2-yl)amino)-1H-pyrazolo[3,4-b]pyridin-4-yl)oxy)phenyl)-3-(4-fluorophenyl)-1-isopropyl-2,4-dioxo-1,2,3,4-tetrahydropyrimidine-5-carboxamide